C1=CC(O)=C2C=3[C@@]45[C@@H](O2)[C@@H](O)C=C[C@H]4[C@@H](CC13)N(C)CC5.P(OC5=CC=C(C=C5)OC)(ON5CCOCC5)(=S)S 4-methoxyphenyl (morpholino) phosphorodithioate morphine salt